N-[4-[2-[(4-methoxyphenyl)methoxy]-6-[(2R)-2-(trifluoromethyl)-1-piperidyl]-4-pyridyl]-5-methyl-2-pyridyl]-2-(1-methylazetidin-3-yl)acetamide COC1=CC=C(C=C1)COC1=NC(=CC(=C1)C1=CC(=NC=C1C)NC(CC1CN(C1)C)=O)N1[C@H](CCCC1)C(F)(F)F